6-(2-ethoxy-2-oxoacetyl)-2,3-dihydro-4H-benzo[b][1,4]oxazine-4-carboxylate C(C)OC(C(=O)C1=CC2=C(OCCN2C(=O)[O-])C=C1)=O